2-(isopropylamino)-5-nitrobenzoic acid C(C)(C)NC1=C(C(=O)O)C=C(C=C1)[N+](=O)[O-]